C(C)OC(CCC(=O)N1CC2=CC(=C(C=C2C1)OCCCOC=1C=C2CN(CC2=CC1OC)C(=O)OC(C)(C)C)OC)=O tert-butyl 5-[3-[2-(4-ethoxy-4-oxo-butanoyl)-6-methoxy-isoindolin-5-yl] oxypropoxy]-6-methoxy-isoindoline-2-carboxylate